COC(=O)C1(CC(=CCC1)O)C(=O)O 3-hydroxy-3-cyclohexene-1,1-dicarboxylic acid methyl ester